methyl 2-(1-methyl-4-(4,4,5,5-tetramethyl-1,3,2-dioxaborolan-2-yl)-1H-pyrazol-3-yl)propanoate CN1N=C(C(=C1)B1OC(C(O1)(C)C)(C)C)C(C(=O)OC)C